diisopropylphenyl alcohol dimethacrylate C(C(=C)C)(=O)O.C(C(=C)C)(=O)O.C(C)(C)C=1C(=C(C=CC1)O)C(C)C